4-(n-butylamino)-2,2,6,6-tetramethylpiperidine C(CCC)NC1CC(NC(C1)(C)C)(C)C